FC=1C=C2C=3C(=CN(C2=CC1N1CCNCC1)C1CC1)C1=CC=C(C=C1N3)Cl 2-fluoro-9-chloro-3-piperazin-1-yl-5-cyclopropyl-5H-indolo[3,2-c]quinoline